N1C=CC2=CC(=CC=C12)C1=C(C=CC=C1)S(=O)(=O)N (1H-indol-5-yl)benzenesulfonamide